C(C)N1C(=NC2=NC(=C(C=C21)C2=NN=NN2)OC)C(O)(C=2SC=CC2)C2=NC=CC=C2 [1-ethyl-5-methoxy-6-(1H-1,2,3,4-tetrazol-5-yl)-1H-imidazo[4,5-b]pyridin-2-yl](pyridin-2-yl)(thiophen-2-yl)methanol